ClC1=C([C@H](N)C(=O)O)C=CC=C1 (S)-o-chlorophenylglycine